(S)-N-(1-(4-bromo-3,5-difluorophenyl)-2,2,2-trifluoroethyl)-N-methyltetrahydro-2H-thiopyran-4-carboxamide 1,1-dioxide BrC1=C(C=C(C=C1F)[C@@H](C(F)(F)F)N(C(=O)C1CCS(CC1)(=O)=O)C)F